2-(10-phenylanthracen-9-yl)dibeNzofuran C1(=CC=CC=C1)C1=C2C=CC=CC2=C(C2=CC=CC=C12)C1=CC2=C(OC3=C2C=CC=C3)C=C1